OC1=C2C(=NC=C1)[C@H](CC2)CNC(OC(C)(C)C)=O |r| rac-tert-butyl [(4-hydroxy-6,7-dihydro-5H-cyclopenta[b]pyridin-7-yl)methyl]carbamate